methyl (S,Z)-2-hydroxy-4-((18-methoxy-18-oxooctadec-9-en-7-yl)oxy)-3,6-dimethylbenzoate OC1=C(C(=O)OC)C(=CC(=C1C)O[C@@H](CCCCCC)C\C=C/CCCCCCCC(=O)OC)C